BrC1=NN(C=2C1=NC(=CC2O)N2[C@@H](COCC2)C)C (R)-3-bromo-1-methyl-5-(3-methylmorpholino)-1H-pyrazolo[4,3-b]Pyridin-7-ol